C(=O)(OC1CCC(CC1)C(C)(C)C)OOC(=O)OC1CCC(CC1)C(C)(C)C peroxydicarbonic acid, bis[4-(1,1-dimethylethyl)cyclohexyl] ester